2,4,6-trimercapto-methyl-1,3,5-trithiane SC1(SC(SC(S1)S)S)C